C[C@@H]1[C@H](CNCC1)OC=1C=C2CN(C(C2=CC1)=O)N1C(CCCC1=O)=O (5-(((3R,4S)-4-methylpiperidin-3-yl)oxy)-1-oxoisoindolin-2-yl)piperidine-2,6-dione